ClC(C(F)(F)F)(F)Cl dichlorotetrafluoro-ethane